C1(=CC=CC=C1)S(=O)(=O)N1C=C(C=2C1=NC(=CC2)C=2C(=NOC2C)C)C2=NC(=NC=C2C(F)(F)F)N[C@@H]2CN(CCC2)C(=O)OC(C)(C)C tert-butyl (3S)-3-[[4-[1-(benzenesulfonyl)-6-(3,5-dimethylisoxazol-4-yl) pyrrolo-[2,3-b]-pyridin-3-yl]-5-(trifluoromethyl)pyrimidin-2-yl]-amino]-piperidine-1-carboxylate